[N+](=O)([O-])C1=CC(=NC(=C1)C(C)=O)C(C)=O 4-nitro-2,6-diacetylpyridine